benzo[1,2-e]azulen-9-yl myristate C(CCCCCCCCCCCCC)(=O)OC=1C=CC=2C(=C3C=CC=C3C=CC2)C1